C(C)(=O)N1CCC2=CC(=CC=C12)C(CCN1CCN(CC1)C1=NSC2=C1C=CC=C2)=O 1-(1-acetylindolin-5-yl)-3-(4-(benzo[d]isothiazol-3-yl)piperazin-1-yl)propan-1-one